FC(=C)CF 2,3-difluoropropene